8-(4-(cyclopropylsulfonamido)phenyl)-N-(3-(4-methylpiperazin-1-yl)phenyl)quinazolin-2-amine C1(CC1)S(=O)(=O)NC1=CC=C(C=C1)C=1C=CC=C2C=NC(=NC12)NC1=CC(=CC=C1)N1CCN(CC1)C